COC(C1=C(C=C(C=C1C)F)I)=O 4-Fluoro-2-iodo-6-methyl-benzoic acid methyl ester